OC1=C(C=CC=C1)C1=CC2=C(N=N1)N(CC1(N2C(=O)OC(C)(C)C)CCNCC1)C(=O)OC(C)(C)C di-tert-butyl 3'-(2-hydroxyphenyl)-5'H-spiro[piperidine-4,6'-pyrazino[2,3-c]pyridazine]-5',8'(7'H)-dicarboxylate